2-((1H-pyrazol-3-yl)methyl)-6-((2-chlorooxazol-4-yl)methyl)-4-methyl-4H-thiazolo[5',4':4,5]pyrrolo[2,3-d]pyridazin-5(6H)-one N1N=C(C=C1)CC=1SC2=C(N(C=3C(N(N=CC32)CC=3N=C(OC3)Cl)=O)C)N1